P(=O)(O)(O)OC1=C(C(=CC(=C1)C=1C=NC2=CC=CC=C2C1)OP(=O)(O)O)C(C)C 2-isopropyl-5-(quInolin-3-yl)-1,3-phenylene bis(dihydrogen phosphate)